C1(=CC=CC=C1)N1C=2NC3=CC=CC=C3C2C(=C2C1=NC=1C=CC=CC21)C2=CC=C(C=C2)C(F)(F)F 6-phenyl-12-(4-(trifluoromethyl)phenyl)-5,6-dihydropyrido[2,3-b:6,5-b']diindole